C(=O)(O)C(C[C@H](N)C(=O)O)C(=O)O GAMMA-CARBOXYGLUTAMIC ACID